Tert-butyl (2R,4R)-4-((6-((1-(tert-butyl)-3-methyl-1H-pyrazol-5-yl) amino)-5-fluoropyridin-2-yl) methyl)-2-methylpiperidine-4-carboxylate C(C)(C)(C)N1N=C(C=C1NC1=C(C=CC(=N1)C[C@@]1(C[C@H](NCC1)C)C(=O)OC(C)(C)C)F)C